5-(((1r,5s,8r)-3-benzyl-3-azabicyclo[3.2.1]oct-8-yl)(methyl)amino)-4-methyl-N-(thiazol-4-yl)pyridine-2-sulfonamide C(C1=CC=CC=C1)N1C[C@H]2CC[C@@H](C1)C2N(C=2C(=CC(=NC2)S(=O)(=O)NC=2N=CSC2)C)C